2,5-dihydroxypyrimidine OC1=NC=C(C=N1)O